N-(3-chloro-5-(methylsulfonamido)phenyl)-1-(5-(3,3-difluoroazetidin-1-yl)-3-(2,2,2-trifluoroethoxy)pyridin-2-yl)-5-methyl-1H-pyrrole-3-carboxamide ClC=1C=C(C=C(C1)NS(=O)(=O)C)NC(=O)C1=CN(C(=C1)C)C1=NC=C(C=C1OCC(F)(F)F)N1CC(C1)(F)F